4-chloro-4'-(4,6-diphenyl-1,3,5-triazinyl)biphenyl sodium ((2R,3S,5R)-5-(5-methyl-2,4-dioxopyrimidin-1(2H)-yl)-tetrahydrofuran-2-yl)-methyl-butyl-hydrogenphosphate CC=1C(NC(N(C1)[C@H]1CC[C@@H](O1)C(CCC)(OP(=O)([O-])[O-])C)=O)=O.[Na+].ClC1=CC=C(C=C1)C1=CC=C(C=C1)C1=NC(=NC(=N1)C1=CC=CC=C1)C1=CC=CC=C1.[Na+]